tert-butyl 4-[(1S,4S,5R)-5-[[1-cyclopropyl-4-(2,6-dichlorophenyl)-1H-1,2,3-triazol-5-yl]methoxy]-2-azabicyclo[2.2.1]heptan-2-yl]benzoate C1(CC1)N1N=NC(=C1CO[C@H]1[C@@H]2CN([C@H](C1)C2)C2=CC=C(C(=O)OC(C)(C)C)C=C2)C2=C(C=CC=C2Cl)Cl